4-[(2R)-3-(3,4-dihydro-1H-isoquinolin-2-yl)-2-hydroxy-propyl]-8-(4-piperidyl)-2,3-dihydro-1,4-benzoxazepin-5-one C1N(CCC2=CC=CC=C12)C[C@H](CN1CCOC2=C(C1=O)C=CC(=C2)C2CCNCC2)O